N(C1=CC=CC=C1)C1=C(NC2=C1C(N(C=C2CC(F)(F)F)C)=O)C2=CC(=NC=C2)NC(C(CC(F)F)C2=CC=C(C=C2)F)=O N-{4-[3-anilino-5-methyl-4-oxo-7-(2,2,2-trifluoroethyl)-4,5-dihydro-1H-pyrrolo[3,2-c]pyridin-2-yl]pyridin-2-yl}-4,4-difluoro-2-(4-fluorophenyl)butanamide